(2S,3S)-3-((2-(2-chloro-5H-pyrrolo[2,3-b]pyrazin-7-yl)-6-(1H-imidazol-1-yl)pyrimidin-4-yl)amino)bicyclo[2.2.2]octane-2-carboxylic acid ClC=1N=C2C(=NC1)NC=C2C2=NC(=CC(=N2)N[C@@H]2[C@H](C1CCC2CC1)C(=O)O)N1C=NC=C1